2-amino-5-{2-[(1S)-1-cyclopropylethyl]-7-methanesulfonamido-1-oxo-2,3-dihydro-1H-isoindol-5-yl}-N-[(3R,4S)-4-hydroxyoxolane-3-yl]pyrazolo[1,5-a]pyrimidine-3-carboxamide NC1=NN2C(N=C(C=C2)C=2C=C3CN(C(C3=C(C2)NS(=O)(=O)C)=O)[C@@H](C)C2CC2)=C1C(=O)N[C@@H]1COC[C@H]1O